tertbutyl 5-((3-chlorophenyl)carbamoyl)-3,3-difluoropiperidine-1-carboxylate ClC=1C=C(C=CC1)NC(=O)C1CC(CN(C1)C(=O)OC(C)(C)C)(F)F